Cl.N[C@H](C(=O)OC)CC1=CC=C(C=C1)Br (S)-methyl 2-amino-3-(4-bromophenyl)propanoate hydrochloride